ethyl 4-[1-(2,2-dimethylpropanoyl)-5-(4-fluoro-3-methyl-phenyl)-6-(methoxymethyl)pyrrolo[2,3-f]indazol-7-yl]benzoate CC(C(=O)N1N=CC2=CC3=C(C=C12)C(=C(N3C3=CC(=C(C=C3)F)C)COC)C3=CC=C(C(=O)OCC)C=C3)(C)C